[Br-].[K+] Potassium bromide salt